C(C1=CC=CC=C1)N1[C@H](CN(C[C@H](C1)O)C(=O)OC(C)(C)C)C(C)C tert-butyl (3S,6S)-4-benzyl-6-hydroxy-3-isopropyl-1,4-diazepane-1-carboxylate